C[C@H]1N(C[C@@H](N(C1)C=1C=2C(N(C(C1)=O)C)=CNN2)C)C(=O)OC(C)(C)C tert-butyl (2R,5S)-2,5-dimethyl-4-(4-methyl-5-oxo-4,5-dihydro-2H-pyrazolo[4,3-b]pyridin-7-yl)piperazine-1-carboxylate